(1R,2R)-2-fluoro-N-[3-(6-methoxy-1H-indazol-5-yl)-1H-pyrrolo[2,3-b]pyridin-6-yl]cyclopropane-1-carboxamide F[C@H]1[C@H](C1)C(=O)NC1=CC=C2C(=N1)NC=C2C=2C=C1C=NNC1=CC2OC